di-n-butyl maleate (di-n-butyl maleate) C(CCC)/C(=C(/C(=O)O)\CCCC)/C(=O)O.C(\C=C/C(=O)OCCCC)(=O)OCCCC